O=C1NC(CCC1N1C(C2=CC=C(C=C2C1=O)NCCC[C@@H]1C[C@H](C1)N1N=CC(=C1)C1=NC2=CC(=CC=C2N=C1)NC1CCNCC1)=O)=O 2-(2,6-dioxopiperidin-3-yl)-5-((3-(trans-3-(4-(7-(piperidin-4-ylamino)quinoxalin-2-yl)-1H-pyrazol-1-yl)cyclobutyl)propyl)amino)isoindoline-1,3-dione